ClC=1C=CC(=C(C1)NC(=S)N)C (5-chloro-2-methylphenyl)thiourea